[O-2].[Y+3].[Sr+2] strontium-yttrium oxide